BrC1=C(C=CC=C1)C=1CC2=CC=CC=C2C1 Ortho-Bromo-(2-indenyl)Benzene